C(C)(C)(C)C1=CC=CC(=N1)C(CN(C(OC(C)(C)C)=O)C)=O tert-Butyl (2-(6-(tert-butyl)pyridin-2-yl)-2-oxoethyl)(methyl)carbamate